C(C)(C)(C)N(C(=O)OC(CN1N=CN=C1)(C(C)C1CC1)C1=CC=C(C=C1)Cl)CC1=CC(=C(C=C1)Br)F 2-(4-chlorophenyl)-3-cyclopropyl-1-(1H-1,2,4-triazol-1-yl)butan-2-ol tert-butyl-(4-bromo-3-fluorobenzyl)carbamate